C(OC1=NC=C(C=C1)N)(OC)=O (R)-(5-Aminopyridin-2-yl) methyl carbonate